C(CCC)OC(=O)C1=CC=C(C=C1)CCN([C@@H]1C=2C=CC(=NC2CCC1)C(=O)OCCCC)CCC1=C(C=CC=C1)O Butyl (5S)-5-({2-[4-(butoxycarbonyl)phenyl]ethyl}[2-(2-hydroxyphenyl)ethyl]amino)-5,6,7,8-tetrahydroquinoline-2-carboxylate